NC=1C(=NC2=C(NCCNC2=O)N1)C1=C(C(=CC=C1)Cl)Cl amino-2-(2,3-dichlorophenyl)-5,6,7,8-tetrahydro-9H-pyrazino[2,3-e][1,4]diazepin-9-one